(4-bromo-5-formamido-1-methyl-1H-pyrazole-3-yl)methyl-carbamic acid tert-butyl ester C(C)(C)(C)OC(NCC1=NN(C(=C1Br)NC=O)C)=O